(2s,3s,4r,5r)-5-(2-(5-chloropyridin-3-yl)-6-((3,5-dimethylbenzyl)amino)-9H-purin-9-yl)-3,4-dihydroxy-N-(methyl-d3)-tetrahydrofuran-2-carboxamide ClC=1C=C(C=NC1)C1=NC(=C2N=CN(C2=N1)[C@H]1[C@@H]([C@@H]([C@H](O1)C(=O)NC([2H])([2H])[2H])O)O)NCC1=CC(=CC(=C1)C)C